N-(3-chlorobenzyl)-6-(3,5-dimethylisoxazol-4-yl)-2-(1,2,3,6-tetrahydropyridin-4-yl)quinazolin-4-amine ClC=1C=C(CNC2=NC(=NC3=CC=C(C=C23)C=2C(=NOC2C)C)C=2CCNCC2)C=CC1